COC1=CC=C(CN2C3=C(N(C4=C(C2=O)C=CC=C4)CC=O)C=CC(=C3)C(=O)OC)C=C1 methyl 10-(4-methoxybenzyl)-11-oxo-5-(2-oxoethyl)-10,11-dihydro-5H-dibenzo[b,e][1,4]diazepine-8-carboxylate